6-((2S,6R)-2-(1-cyclopropyl-1H-pyrazol-4-yl)-6-methylmorpholino)-4-(2-fluoro-4-(trifluoromethyl)phenyl)-2-(1-methyl-1H-pyrazol-3-yl)-2,3-dihydro-1H-pyrrolo[3,4-c]pyridin-1-one C1(CC1)N1N=CC(=C1)[C@@H]1O[C@@H](CN(C1)C1=CC2=C(C(=N1)C1=C(C=C(C=C1)C(F)(F)F)F)CN(C2=O)C2=NN(C=C2)C)C